[Si](C1=CC=CC=C1)(C1=CC=CC=C1)(C(C)(C)C)OC[C@@H]1[C@H](C[C@@H](O1)N1C(=O)NC(=O)C(C)=C1)O 5'-O-TBDPS-Thymidine